titanium tetra(butoxide) [O-]CCCC.[O-]CCCC.[O-]CCCC.[O-]CCCC.[Ti+4]